OC1=C(C=CC(=C1)O)C(C)(C)NS(=O)C(C)(C)C N-[2-(2,4-dihydroxyphenyl)propan-2-yl]-2-methylpropane-2-sulfinamide